ClC1=C(C=C2C(NC(N3C2=C1SC[C@H](C3)OC3=NC=CC=N3)=O)=O)C(F)(F)F (S)-11-Chloro-3-(pyrimidin-2-yloxy)-10-(trifluoromethyl)-3,4-dihydro-2H,6H-[1,4]thiazepino[2,3,4-ij]quinazoline-6,8(7H)-dione